(3R,4R) or (3S,4S)-4-(2,6-diazaspiro[3.3]heptan-2-yl)tetrahydrofuran-3-ol C1N(CC12CNC2)[C@H]2[C@H](COC2)O |o1:7,8|